(2-oxopiperidin-1-yl)acetic acid O=C1N(CCCC1)CC(=O)O